2-(((2R,3R,4S,5R)-5-(6-amino-2-chloro-9H-purin-9-yl)-4-fluoro-3-hydroxytetrahydrofuran-2-yl)methoxy)-2-(4-sulfamoylbenzyl)malonic acid NC1=C2N=CN(C2=NC(=N1)Cl)[C@H]1[C@H]([C@@H]([C@H](O1)COC(C(=O)O)(C(=O)O)CC1=CC=C(C=C1)S(N)(=O)=O)O)F